C1(CC1)C1=CC(=NO1)CNC(=O)C1=C(C2=C(CCC3=CN(N=C23)C[C@H]2OC=3C(=NC=CC3)OC2)O1)C |r| N-[(5-cyclopropyl-1,2-oxazol-3-yl)methyl]-2-[(2R/S)-2,3-dihydro[1,4]dioxino[2,3-b]pyridin-2-ylmethyl]-8-methyl-4,5-dihydro-2H-furo[2,3-g]indazole-7-carboxamide